NC1=NC=NN2C1=CC=C2C2=CC(=C(C=C2)C#N)F 4-amino-7-(4-cyano-3-fluorophenyl)pyrrolo[2,1-f][1,2,4]triazin